(R) or (S)-4-[[1-[3-[Methyl-(2-methylpyrazolo[1,5-a]pyrimidin-6-yl)carbamoyl]phenyl]-3-(trifluoromethyl)-4,5,6,7-tetrahydroindazol-7-yl]oxy]benzoic acid CN(C(=O)C=1C=C(C=CC1)N1N=C(C=2CCC[C@H](C12)OC1=CC=C(C(=O)O)C=C1)C(F)(F)F)C=1C=NC=2N(C1)N=C(C2)C |o1:17|